OC=1C=CC(=NC1)C(CN1C[C@@H]2[C@H](C1)CC(C2)OC2=CC=C(C#N)C=C2)=O 4-(((3aR,5r,6aS)-2-(2-(5-hydroxypyridin-2-yl)-2-oxoethyl)octahydrocyclopenta[c]pyrrol-5-yl)oxy)benzonitrile